BrC1=CC=C(C=C1)C=1OC(=NN1)C1CCCC1 2-(4-bromophenyl)-5-cyclopentyl-1,3,4-oxadiazole